The molecule is a phenolate anion obtained by deprotonation of 5-hydroxy group of aklaviketone. It is the major microspecies at pH 7.3 (according to Marvin v 6.2.0.). It is a conjugate base of an aklaviketone. CC[C@]1(CC(=O)C2=C(C3=C(C=C2[C@H]1C(=O)OC)C(=O)C4=C(C3=O)C(=CC=C4)O)[O-])O